COC1=CC=C(C(=C1C#N)N1CCC(CC1)C1=NN=CN1C)C1=CN=NC=C1 6-methoxy-2-[4-(4-methyl-4H-1,2,4-triazol-3-yl)piperidin-1-yl]-3-(pyridazin-4-yl)benzonitrile